C[C@](N)(CS)C(=O)O L-α-methylcysteine